ClC=1C=C(C=C(C1CC1=CC(=C(C=C1)O)C(C)C)Cl)SCC(=O)NC=1C=NC=CC1 2-((3,5-dichloro-4-(4-hydroxy-3-isopropylbenzyl)phenyl)thio)-N-(pyridin-3-yl)acetamide